2,4-dichloro-5-((2-methylpiperidin-1-yl)methyl)pyrimidine ClC1=NC=C(C(=N1)Cl)CN1C(CCCC1)C